6-methyl-6,7-dihydro-2H-pyrazolo[4,3-c]Pyridine-3,5(4H)-dicarboxylic acid 5-tert-butyl ester C(C)(C)(C)OC(=O)N1CC=2C(CC1C)=NNC2C(=O)O